[Cl-].CC(C(=O)OC[N+]1(CCC=C(C1)C1=NSN=C1OCCCCCC)C)C [5-(4-hexyloxy-1,2,5-thiadiazol-3-yl)-1-methyl-3,6-dihydro-2H-pyridin-1-ium-1-yl]methyl 2-methylpropanoate chloride